N-(6-((5-chloro-2-((2-methoxy-4-(4-(4-methylpiperazin-1-yl)piperidin-1-yl)phenyl)amino)pyrimidin-4-yl)amino)-2,3-dihydrobenzo[b][1,4]dioxin-5-yl)methanesulfonamide ClC=1C(=NC(=NC1)NC1=C(C=C(C=C1)N1CCC(CC1)N1CCN(CC1)C)OC)NC1=C(C2=C(OCCO2)C=C1)NS(=O)(=O)C